(4-(1H-indazol-5-yl)phenyl)spiro[indoline-2,3'-pyrrolidin]-2'-one N1N=CC2=CC(=CC=C12)C1=CC=C(C=C1)N1C(C2(CC1)NC1=CC=CC=C1C2)=O